ClC=1C=C(CO[C@@H]2CC[C@H](CC2)C(=O)NCC2=C(C(=C(C=C2)C(F)(F)F)C=2NC(C=C(N2)C)=O)F)C=C(C1)F trans-4-[(3-chloro-5-fluorobenzyl)oxy]-N-[2-fluoro-3-(4-methyl-6-oxo-1,6-dihydropyrimidin-2-yl)-4-(trifluoromethyl)benzyl]cyclohexane-1-carboxamide